4-(quinolin-5-ylamino)piperidine-1-carboxylic acid tert-butyl ester C(C)(C)(C)OC(=O)N1CCC(CC1)NC1=C2C=CC=NC2=CC=C1